(3R)-N-{3-[5-(azetidin-1-yl)-2H-pyrazolo[3,4-b]pyridin-2-yl]-4-fluorophenyl}-3-fluoro-pyrrolidine-1-carboxamide N1(CCC1)C1=CC=2C(N=C1)=NN(C2)C=2C=C(C=CC2F)NC(=O)N2C[C@@H](CC2)F